6,6-dimethyl-4-((E)-2-(pyridin-3-yl)vinyl)bicyclo[3.1.1]hept-3-en-2-one CC1(C2C(=CC(C1C2)=O)\C=C\C=2C=NC=CC2)C